FC=1SC2=C(N1)C=C(C=C2)N fluorobenzo[d]thiazol-5-amine